C(CCC)OCCC1=CC=C(C=C1)N=CN(C)C N'-(4-(2-butoxyethyl)phenyl)-N,N-dimethylformamidine